Tributyltetradecyl-phosphonium C(CCC)[P+](CCCCCCCCCCCCCC)(CCCC)CCCC